4-(1-(3-(5-oxo-5,6-dihydro-1,6-naphthyridin-7-yl)propanoyl)-1,2,3,6-tetrahydropyridin-4-yl)benzonitrile O=C1C=2C=CC=NC2C=C(N1)CCC(=O)N1CCC(=CC1)C1=CC=C(C#N)C=C1